2',2'''-(4-Methoxypyridine-2,6-diyl)bis(3-((3r,5r,7r)-adamantan-1-yl)-5-fluoro-4'-isopropyl-[1,1'-biphenyl]-2-ol) COC1=CC(=NC(=C1)C1=C(C=CC(=C1)C(C)C)C=1C(=C(C=C(C1)F)C12CC3CC(CC(C1)C3)C2)O)C2=C(C=CC(=C2)C(C)C)C=2C(=C(C=C(C2)F)C23CC1CC(CC(C2)C1)C3)O